tert-butyl 6-(8-(benzo[d]thiazol-2-ylcarbamoyl)-3,4-dihydroisoquinolin-2(1H)-yl)-3-(3-(3-(1-(2,2-diethoxyethyl)piperidin-4-yl)propoxy)-2-methylphenyl)picolinate S1C(=NC2=C1C=CC=C2)NC(=O)C=2C=CC=C1CCN(CC21)C2=CC=C(C(=N2)C(=O)OC(C)(C)C)C2=C(C(=CC=C2)OCCCC2CCN(CC2)CC(OCC)OCC)C